3,7-dichloro-8-quinolinecarboxylic acid ClC=1C=NC2=C(C(=CC=C2C1)Cl)C(=O)O